C(CCCCCCCCC[C@@](CCCCCCCCCCC)(C(=O)ON1N=NC2=C1C=CC=C2)C(=O)OCC2=CC=CC=C2)C(=O)OCC2=CC=CC=C2 |o1:10| O11-(benzotriazol-1-yl) O1,O11-dibenzyl rel-(11R)-docosane-1,11,11-tricarboxylate